(E)-3-(3-(6-(2-(5-cyclopropyl-3-(3,5-dichloropyridin-4-yl)isoxazol-4-yl)vinyl)-3-azabicyclo[3.1.0]hex-3-yl)-1,2,4-thiadiazol-5-yl)-5-methoxybenzoic acid tert-butyl ester C(C)(C)(C)OC(C1=CC(=CC(=C1)OC)C1=NC(=NS1)N1CC2C(C2C1)\C=C\C=1C(=NOC1C1CC1)C1=C(C=NC=C1Cl)Cl)=O